C(#N)CC=1C=C(CNCCCCOC2CN(C2)C2=NC3=C(C4=CN=CC=C24)C=CC(=C3)C(=O)O)C=C(C1)OC(F)(F)F 5-(3-(4-((3-(cyanomethyl)-5-(trifluoromethoxy)benzyl)amino)butoxy)azetidin-1-yl)benzo[c][2,6]naphthyridine-8-carboxylic acid